BrC=1C=CC(=C(C=NC=2C=C(C(=O)O)C=CC2)C1)O 3-(5-bromo-2-hydroxy-benzylideneamino)-benzoic acid